BrC1=C(C=C(C=C1)OC)CNCCNC(C)=O N-{2-[(2-Bromo-5-methoxyphenyl)methylamino]ethyl}acetamide